C(#C)[Si](C)(C)C ethynyltris(methyl)silane